triaminocobalt N[Co](N)N